6-{8-[(2-cyano-2-methylideneethyl)amino]-7-methoxynaphthalen-2-yl}-N-(2-oxopiperidin-4-yl)pyridine-2-carboxamide C(#N)C(CNC=1C(=CC=C2C=CC(=CC12)C1=CC=CC(=N1)C(=O)NC1CC(NCC1)=O)OC)=C